ClC1=C(C=CC(=C1)Cl)N1N=C(C2=CC=CC=C12)C(=O)O 1-(2,4-dichlorophenyl)-1H-indazole-3-carboxylic acid